CN([C@H]1CN(CC1)C(=O)C1=CC=2N=C(N=C(C2S1)N1CCOCC1)N1N=C(C=C1)C=1C=C(C=CC1)C)C (R)-(3-(dimethylamino)pyrrolidin-1-yl)(4-morpholino-2-(3-(m-tolyl)-1H-pyrazol-1-yl)thieno[3,2-d]pyrimidin-6-yl)methanone